(E)-3-[3-[(4-Bromophenoxy)methyl]-4-methoxyphenyl]-1-(4-hydroxyphenyl)prop-2-en-1-one BrC1=CC=C(OCC=2C=C(C=CC2OC)/C=C/C(=O)C2=CC=C(C=C2)O)C=C1